7-methoxy-bicyclo[2.2.2]oct-2-ene-2,3-dicarboxylic acid di-n-butyl ester C(CCC)OC(=O)C=1C2CCC(C1C(=O)OCCCC)CC2OC